OC1=C(C=C(C=C1)S(=O)(=O)[O-])C=NCCN=CC1=C(C=CC(=C1)S(=O)(=O)[O-])O N,N'-Bis[(2-hydroxy-5-sulfonato-phenyl)-methylen]-1,2-diaminoethan